N1-(3-(3-aminopropoxy)propyl)-N2,N2-dinonylethane-1,2-diamine NCCCOCCCNCCN(CCCCCCCCC)CCCCCCCCC